C(C)(C)OC=1C(=C2C(=NNC2=CC1)C=1C=C(C(N(N1)C)=O)N1CCOCC1)C 6-(5-Isopropoxy-4-methyl-1H-indazol-3-yl)-2-methyl-4-morpholinopyridazin-3(2H)-one